3-(N-(3-cyano-4-methyl-1H-indol-7-yl)sulfamoyl)benzoic acid C(#N)C1=CNC2=C(C=CC(=C12)C)NS(=O)(=O)C=1C=C(C(=O)O)C=CC1